chloromethoxymethylbenzene zinc isopropyl-xanthate C(C)(C)OC(=S)[S-].[Zn+2].ClCOCC1=CC=CC=C1.C(C)(C)OC(=S)[S-]